5-formyl-N,N-dimethylbicyclo[3.1.1]heptane-1-carboxamide C(=O)C12CCCC(C1)(C2)C(=O)N(C)C